2-[[(1R)-1-(3,6-dimethyl-2-methylsulfanyl-4-oxo-quinazolin-8-yl)ethyl]amino]benzoic acid CN1C(=NC2=C(C=C(C=C2C1=O)C)[C@@H](C)NC1=C(C(=O)O)C=CC=C1)SC